2-Hydroxy-N,N,N-trimethylethylammonium 8-(5-chloro-2-hydroxybenzoylamino)octanoate ClC=1C=CC(=C(C(=O)NCCCCCCCC(=O)[O-])C1)O.OCC[N+](C)(C)C